C(C)(=O)OCC(=O)NC=1C(=C(C(=C(C1I)C(=O)Cl)I)C(=O)Cl)I 5-{[(acetoxy)acetyl]amino}-2,4,6-triiodobenzene-1,3-dicarboxylic acid dichloride